4-aminonaphthalenesulfonic acid C1=CC=C2C(=C1)C(=CC=C2S(=O)(=O)O)N